BrC=1C=C2CCC(N(C2=NC1)C1CC(C1)(C)O)=O 6-bromo-1-[(cis)-3-hydroxy-3-methylcyclobutyl]-1,2,3,4-tetrahydro-1,8-diaza-2-naphthalenone